2-((1r,2r)-2-(methoxymethyl)cyclopropyl)isoindoline-1,3-dione COC[C@H]1[C@@H](C1)N1C(C2=CC=CC=C2C1=O)=O